IC1=C(C=C(C=O)C=C1)OCC(=O)C=1C=NC(=CC1)OC 4-iodo-3-(2-(6-methoxypyridin-3-yl)-2-oxoethoxy)benzaldehyde